CCN=C=NCCCN(C)C.Cl N'-(3-Dimethylaminopropyl)-N-ethylcarbodiimide hydrochloride